C(C)(C)(C)OC(=O)N1[C@@H]2[C@@H]([C@@H](C[C@H]1CC2)NC2=CN=C(N=N2)Cl)F |r| (±)-(1s,2r,3r,5r)-3-[(3-chloro-1,2,4-triazin-6-yl)amino]-2-fluoro-8-azabicyclo[3.2.1]octane-8-carboxylic acid tert-butyl ester